4-(3-(4-(3-bromopyrazolo[1,5-a]pyridin-6-yl)-1H-imidazol-1-yl)propyl)morpholine BrC=1C=NN2C1C=CC(=C2)C=2N=CN(C2)CCCN2CCOCC2